C1=CC=CC=2C3=CC=CC=C3C(C12)COC(=O)N[C@H](C(=O)OC)CC1=CC=C(C=C1)N methyl (S)-2-((((9H-fluoren-9-yl)methoxy)carbonyl)amino)-3-(4-aminophenyl)propanoate